bis-cyclopentadienyl-zirconium C1(C=CC=C1)[Zr]C1C=CC=C1